CN1N=C2C=C(C=CC2=C1C)CNC1=NC=CC(=N1)NC=1C(=C(C=CC1)S(=O)(=O)N)C (2-((2,3-dimethyl-2H-indazol-6-yl)methylamino)pyrimidin-4-yl-amino)-2-methylbenzenesulfonamide